N-[(3-chlorophenyl)methyl]-N-methyl-1H-imidazole-4-carboxamide ClC=1C=C(C=CC1)CN(C(=O)C=1N=CNC1)C